sodium peroxyoleate C(CCCCCCC\C=C/CCCCCCCC)(=O)O[O-].[Na+]